CC(=O)NCCCC[C@@H](C(=O)O)N The molecule is an N(6)-acyl-L-lysine where the N(6)-acyl group is specified as acetyl. It has a role as a human metabolite. It is a N(6)-acyl-L-lysine and an acetyl-L-lysine. It is a tautomer of a N(6)-acetyl-L-lysine zwitterion.